C(#N)C=1C=C(C=CC1C#N)C(C(=O)NC=1SC2=C(N1)CCC2)C2CC(CC2)(F)F 2-(3,4-Dicyanophenyl)-2-(3,3-difluorocyclopentyl)-N-(5,6-dihydro-4H-cyclopenta[d]thiazol-2-yl)acetamide